(5S,8S,10aR)-5-((tert-butoxycarbonyl)amino)-3-(8-(2-(2,6-dioxopiperidin-3-yl)-1-oxoisoindolin-4-yl)oct-7-ynoyl)-6-oxodecahydropyrrolo[1,2-a][1,5]diazocine-8-carboxylic acid C(C)(C)(C)OC(=O)N[C@H]1CN(CC[C@@H]2N(C1=O)[C@@H](CC2)C(=O)O)C(CCCCCC#CC2=C1CN(C(C1=CC=C2)=O)C2C(NC(CC2)=O)=O)=O